decyl-methyl-(4-aminobenzyl)ammonium chloride [Cl-].C(CCCCCCCCC)[NH+](CC1=CC=C(C=C1)N)C